6-bromo-N-(4-(4-(ethylsulfonyl)piperazin-1-yl)-3-methoxyphenyl)-[1,2,4]triazolo[1,5-a]pyrazin-8-amine BrC=1N=C(C=2N(C1)N=CN2)NC2=CC(=C(C=C2)N2CCN(CC2)S(=O)(=O)CC)OC